L-Cystein-Ethylester C(C)OC([C@@H](N)CS)=O